OC[C@H]([C@H](N)C(=O)O)O 4-Hydroxy-threonine